6-(3-iodobenzyl)-2-chloro-5'-(N-methylcarbamoyl)-adenosine IC=1C=C(CC2(C3=NCN([C@H]4[C@H](O)[C@H](O)[C@@H](C(O)C(NC)=O)O4)C3=NC(=N2)Cl)N)C=CC1